tert-butyl (1R,5S)-3-(7-(8-chloronaphthalen-1-yl)-8-fluoro-2-(((2R,7aS)-2-fluorotetrahydro-1H-pyrrolizin-7a(5H)-yl)methoxy)quinazolin-4-yl)-3,8-diazabicyclo[3.2.1]octane-8-carboxylate ClC=1C=CC=C2C=CC=C(C12)C1=CC=C2C(=NC(=NC2=C1F)OC[C@]12CCCN2C[C@@H](C1)F)N1C[C@H]2CC[C@@H](C1)N2C(=O)OC(C)(C)C